C1(CC1)C=1C(=NC(=NC1)NC=1C(=NN(C1)C1CCN(CC1)C)C)NCCCN1C(CC1)=O 1-(3-((5-cyclopropyl-2-((3-methyl-1-(1-methylpiperidin-4-yl)-1H-pyrazol-4-yl)amino)pyrimidin-4-yl)amino)propyl)azetidin-2-one